4-(2,2-difluoro-benzo[1,3]dioxol-4-yl)pyrrol-3-carbonitril FC1(OC2=C(O1)C=CC=C2C=2C(=CNC2)C#N)F